CC(CC[C@@H](C(=O)O)NCC1=CC=C2C=NN(C2=C1)C)(C)C (2S)-5,5-dimethyl-2-{[(1-methyl-1H-indazol-6-yl)methyl]amino}hexanoic acid